CN1CCC(CC1)OC(=O)N1CCN(CC1)C=1C=NN2C1C=CC(=C2)C=2C=NN(C2)C 4-[6-(1-methyl-1H-pyrazol-4-yl)pyrazolo[1,5-a]pyridin-3-yl]piperazine-1-carboxylic acid 1-methylpiperidin-4-yl ester